acryloyloxydecyl phosphorothioate P(OCCCCCCCCCCOC(C=C)=O)([O-])([O-])=S